tert-butyl (R)-((3,4-dihydro-1H-[1,4]oxazino[4,3-b]indazol-1-yl)methyl)(methyl)carbamate [C@@H]1(OCCN2N=C3C=CC=CC3=C21)CN(C(OC(C)(C)C)=O)C